(trans)-3-(3-(trifluoromethyl)phenoxy)cyclopentan-1-amine FC(C=1C=C(O[C@@H]2C[C@H](CC2)N)C=CC1)(F)F